n-methyl-1'-(1-(3-methyl-4-oxo-4,5-dihydropyrazolo[1,5-a]quinoxalin-7-yl)ethyl)-1',2',3',6'-tetrahydro-[3,4'-bipyridine]-6-carboxamide CNC(=O)C1=CC=C(C=N1)C=1CCN(CC1)C(C)C=1C=C2NC(C=3N(C2=CC1)N=CC3C)=O